C(C1=CC=CC=C1)N1[C@@H]2CN[C@@](C1)(C2)CO (1S,4R)-2-benzyl-4-(hydroxymethyl)-2,5-diazabicyclo[2.2.1]heptan